N4,N4,N4',N4'-tetramethylbiphenyl-4,4'-diamine CN(C1=CC=C(C=C1)C1=CC=C(C=C1)N(C)C)C